lactoyl-Monoethanolamine C(C(O)C)(=O)C(O)CN